NC1=CC=C(C2=CC=CC=C12)O 4-Amino-1-naphthol